C(C)(=O)N1CC(C1)NC=1SC=C(N1)C(=O)N ((1-acetylazetidin-3-yl)amino)thiazole-4-carboxamide